5-[[4-[((trans)-4-cyanotetrahydropyran-3-yl)amino]-5-methyl-pyrimidin-2-yl]amino]-3-methoxy-2-(trifluoromethylsulfonyloxy)benzoic acid methyl ester COC(C1=C(C(=CC(=C1)NC1=NC=C(C(=N1)N[C@@H]1COCC[C@H]1C#N)C)OC)OS(=O)(=O)C(F)(F)F)=O